tert-butyl ((2S)-1-((amino(4-bromothiophen-2-yl)(oxo)-λ6-sulfanylidene) amino)-4-methyl-1-oxopentan-2-yl)carbamate NS(=O)(C=1SC=C(C1)Br)=NC([C@H](CC(C)C)NC(OC(C)(C)C)=O)=O